(2R,3S)-2-(((4-bromo-6-methylpyridin-3-yl)oxy)methyl)tetrahydrofuran-3-ol BrC1=C(C=NC(=C1)C)OC[C@H]1OCC[C@@H]1O